FC(CN1CC(=CC(C1)C)C1=CNC2=NC=CC=C21)(C)F 3-(1-(2,2-difluoropropyl)-5-methyl-1,2,5,6-tetrahydropyridin-3-yl)-1H-pyrrolo[2,3-b]pyridine